C(C)(C)(C)OC(=O)C1=CC=C(C=C1)[C@@H]1CNCC[C@H]1CC1=C2C=CN(C2=C(C=C1C)C)C(=O)OC(C)(C)C tert-butyl 4-(((3R,4R)-3-(4-(tert-butoxycarbonyl)phenyl)piperidin-4-yl)methyl)-5,7-dimethyl-1H-indole-1-carboxylate